10-phenyl-9-azatetracyclo[10.2.1.0^2,11.0^3,8]pentadeca-3(8),4,6-triene-5-carboxamide C1(=CC=CC=C1)C1NC=2C=CC(=CC2C2C3CCC(C12)C3)C(=O)N